CC1=NC(=NO1)C1=NC=C(C=N1)OC1=CC=C(C=C1)C(C)(C)C1=CC=C(C=N1)OC1CC(C1)N (1r,3r)-3-((6-(2-(4-((2-(5-methyl-1,2,4-oxadiazol-3-yl)pyrimidine-5-yl)oxy)phenyl)propan-2-yl)pyridin-3-yl)oxy)cyclobutylamine